C1(CCC2=CC=CC=C12)NS(=O)(=O)C N-(2,3-dihydro-1H-inden-1-yl)methanesulfonamide